1-(5-iodo-6-methoxy-3-nitropyridin-2-yl)-N1,N2,N2-trimethylethane-1,2-diamine IC=1C=C(C(=NC1OC)C(CN(C)C)NC)[N+](=O)[O-]